C(#N)C1=CC=C2C=CN=C(C2=C1)NC=1C=CC(=NC1)C(=O)O 5-((7-Cyanoisoquinolin-1-yl)amino)picolinic acid